2-bromo-4-hydrazineyl-5-methylpyridine BrC1=NC=C(C(=C1)NN)C